4-iodo-5-methylpicolinic acid IC1=CC(=NC=C1C)C(=O)O